5-{2-[6-(4-Isobutyl-piperazine-1-carbonyl)-pyridin-3-ylamino]-5-methyl-pyrimidin-4-ylamino}-3H-benzooxazol-2-one C(C(C)C)N1CCN(CC1)C(=O)C1=CC=C(C=N1)NC1=NC=C(C(=N1)NC=1C=CC2=C(NC(O2)=O)C1)C